1-(5-(((tert-butyldimethylsilyl)oxy)methyl)-4-fluoro-2-(trifluoromethyl)phenyl)-4-cyclopropyl-1H-imidazole [Si](C)(C)(C(C)(C)C)OCC=1C(=CC(=C(C1)N1C=NC(=C1)C1CC1)C(F)(F)F)F